5-(4-((3-ethyl-5-methyl-2,4-dioxo-1,2,3,4-tetrahydroquinazolin-7-yl)methyl)piperazin-1-yl)-N,6-dimethylpyridinecarboxamide C(C)N1C(NC2=CC(=CC(=C2C1=O)C)CN1CCN(CC1)C=1C=CC(=NC1C)C(=O)NC)=O